C1(CC1)C(C=CS(=O)(=O)C)NC(=O)C=1C=C2C(=NC1OC1=CC=CC=C1)N(N=C2)C N-(1-cyclopropyl-3-(methylsulfonyl)allyl)-1-methyl-6-phenoxy-1H-pyrazolo[3,4-b]pyridine-5-carboxamide